CC(C)C(CC(C)C)C 2,3,5-Trimethylhexan